FC(C1=C(C=CC=C1)C1=CN(C2=NC(=CC=C21)NC(=O)C2CC2)COCC[Si](C)(C)C)(F)F N-[3-[2-(trifluoromethyl)phenyl]-1-[[2-(trimethylsilyl)ethoxy]methyl]pyrrolo[2,3-b]pyridin-6-yl]cyclopropanecarboxamide